(Z)-3-fluoro-4-(2-methyl-4-(4-(morpholinesulfonyl)phenyl)-1H-benzo[d]imidazol-1-yl)but-2-en-1-amine F\C(=C/CN)\CN1C(=NC2=C1C=CC=C2C2=CC=C(C=C2)S(=O)(=O)N2CCOCC2)C